CN(C=C)C=O N-methyl-N-vinylformamide